C(C)(C)C=1C=C(C=CC1)C1CC2(CN([C@@H]2C)C=O)CC1 ((R)-6-(3-isopropylphenyl)-1-methyl-2-azaspiro[3.4]octan-2-yl)methanon